C(#N)C1=CC=C(CNC(=O)C2=NN(C=3C(N(CCC32)CC3(CC3)S(=O)(=O)C3(COC3)CO[Si](C(C)C)(C(C)C)C(C)C)=O)C)C=C1 N-(4-Cyanobenzyl)-1-methyl-7-oxo-6-((1-((3-(((triisopropylsilyl)oxy)methyl)oxetan-3-yl)sulfonyl)cyclopropyl)methyl)-4,5,6,7-tetrahydro-1H-pyrazolo[3,4-c]pyridine-3-carboxamide